9-(pyridin-2-ylmethyl)-3-oxa-7,9-diazabicyclo[3.3.1]nonane N1=C(C=CC=C1)CN1C2COCC1CNC2